5-amino-N-(4-nitrophenyl)-1H-pyrazole-4-carboxamide NC1=C(C=NN1)C(=O)NC1=CC=C(C=C1)[N+](=O)[O-]